ClC=1C(=C2C(=NC1)NC(=N2)C2=CC=C(C=C2)N2CCN(CC2)C(=O)C2=CC=NC=C2)NC2CCN(CC2)C 6-Chloro-N-(1-methylpiperidin-4-yl)-2-{4-[4-(pyridin-4-ylcarbonyl)piperazin-1-yl]phenyl}-3H-imidazo[4,5-b]pyridin-7-amine